4-(3-(pyrrolidin-1-yl)propoxy)benzaldehyde N1(CCCC1)CCCOC1=CC=C(C=O)C=C1